N12CC(C(CC1)CC2)OC(NC2(CC2)C2=CC=C(C=C2)OC2CCC(CC2)(F)F)=O (1-{4-[(4,4-difluorocyclohexyl)oxy]phenyl}cyclopropyl)carbamic acid 1-azabicyclo[2.2.2]oct-3-yl ester